N1=C(N=CC=C1)C1=C(C=CC=C1)C1=NC(=NO1)[C@@H]1CC12CCN(CC2)S(=O)(=O)N (1R)-1-{5-[2-(Pyrimidin-2-yl)phenyl]-1,2,4-oxadiazol-3-yl}-6-azaspiro[2.5]octan-6-sulfonamid